(2S,4R)-1-(2-(3-acetyl-5-(2-methylpyrimidin-4-yl)-1H-indazol-1-yl)acetyl)-N-(6-bromo-3-methylpyridin-2-yl)-4-fluoropyrrolidine-2-carboxamide C(C)(=O)C1=NN(C2=CC=C(C=C12)C1=NC(=NC=C1)C)CC(=O)N1[C@@H](C[C@H](C1)F)C(=O)NC1=NC(=CC=C1C)Br